3-[2-Fluoro-3-[2-[2-fluoro-5-[(6-fluoro-4-methylsulfonyl-1H-indol-5-yl)oxy]phenyl]-3-methyl-5,6,7,8-tetrahydroimidazo[1,2-a]pyrazin-8-yl]phenyl]-2-methyl-propanoic acid FC1=C(C=CC=C1C1C=2N(CCN1)C(=C(N2)C2=C(C=CC(=C2)OC=2C(=C1C=CNC1=CC2F)S(=O)(=O)C)F)C)CC(C(=O)O)C